Cl.ClC=1C(=CC2=C(C[C@@](O2)([C@H]2NCC3(CC3)C2)C2=CC=CC=C2)C1C=1C(=CC2=C(C1F)OCC1=NN(C=C12)C)C(=O)N)F (S)-7-((S)-5-Chloro-6-fluoro-2-phenyl-2-((S)-5-azaspiro[2.4]heptan-6-yl)-2,3-dihydrobenzofuran-4-yl)-6-fluoro-2-methyl-2,4-dihydrochromeno[3,4-c]pyrazole-8-carboxamide hydrochloride